1,3-diazinon N1C(N=CC=C1)=O